C(C)(C)(C)OC(=O)N1C(CCC1)C1=CC(=C(C(=C1)C)Br)F (4-bromo-3-fluoro-5-methylphenyl)pyrrolidine-1-carboxylic acid tert-butyl ester